3-amino-3-{[1-methoxy-1-oxo-3-(propylsulfanyl)propan-2-yl]carbamoyl}propanoic acid NC(CC(=O)O)C(NC(C(=O)OC)CSCCC)=O